C(C)OC(C(C)Br)=O 2-bromo-propionic acid ethyl ester